The molecule is an organic heterobicyclic compound based on a fused 1,2-thiazole and benzene bicyclic ring skeleton, with the S atom positioned adjacent to one of the positions of ring fusion. It has a role as a disinfectant, a platelet aggregation inhibitor, an environmental contaminant, a xenobiotic, a drug allergen and a sensitiser. It is an organonitrogen heterocyclic compound and an organic heterobicyclic compound. C1=CC=C2C(=C1)C(=O)NS2